diphenyl-phosphine-sulfide C1(=CC=CC=C1)P(C1=CC=CC=C1)=S